N-(3-cyclopropyl-1-(4-(furan-3-yl)pyrimidin-2-yl)-1H-pyrazolo[4,3-c]pyridin-6-yl)acetamide C1(CC1)C1=NN(C2=C1C=NC(=C2)NC(C)=O)C2=NC=CC(=N2)C2=COC=C2